C(CCCC(CCCCCC)O)O undecane-1,5-diol